CC1=C(C2=C(N=N1)SC1=C2N=CN=C1N1C[C@H](CC1)OC1=CC(=NC=C1)C(F)(F)F)C 3,4-dimethyl-8-[(3S)-3-[[2-(trifluoromethyl)-4-pyridyl]oxy]pyrrolidin-1-yl]pyrimido[4',5':4,5]thieno[2,3-c]pyridazine